F[C@@H]1C[C@H](N(C1)C(=O)OC(C)(C)C)C(N(C)OC)=O tert-Butyl (2S,4R)-4-fluoro-2-[methoxy(methyl)carbamoyl]pyrrolidine-1-carboxylate